(2S)-3-(3-cyanophenyl)-2-(9H-fluoren-9-yl-methoxycarbonylamino)propanoic acid C(#N)C=1C=C(C=CC1)C[C@@H](C(=O)O)N(C(=O)OC)C1C2=CC=CC=C2C=2C=CC=CC12